Ethyl 2-(3-hydroxy-4-((4-(4-(trifluoromethyl) benzyl) piperazin-1-yl) methyl) phenoxy)-2-methylpropionate OC=1C=C(OC(C(=O)OCC)(C)C)C=CC1CN1CCN(CC1)CC1=CC=C(C=C1)C(F)(F)F